NC1=CC=C(C(=N1)C1=C(C=C2C(=NC(=NC2=C1)OC[C@H]1N(CC1)C)N1CCN(CC1)C(C=C)=O)Cl)C(F)(F)F (S)-1-(4-(7-(6-amino-3-(trifluoromethyl)pyridin-2-yl)-6-chloro-2-((1-methylazetidin-2-yl)methoxy)quinazolin-4-yl)piperazin-1-yl)prop-2-en-1-one